Fluoro-6-[(4-hydroxy-3-methoxybenzyl)amino]-9-(tetrahydrofuran-2-yl)-9H-purine FC1=NC(=C2N=CN(C2=N1)C1OCCC1)NCC1=CC(=C(C=C1)O)OC